ClC=1C(=C(C=CC1)NC=1C(=NN2C1C(NCC2)=O)C2=C(C=NC=C2)C2CC2)OC [(3-chloro-2-methoxyphenyl)amino]-2-(3-cyclopropylpyridin-4-yl)-5H,6H,7H-pyrazolo[1,5-a]pyrazin-4-one